C(#C)C=1SC=C(N1)NC(=O)NCC1=CC=C(C=C1)C1=CC(=NC=C1)N1CCCC1 1-(2-ethynyl-thiazol-4-yl)-3-(4-(2-(pyrrolidin-1-yl)pyridin-4-yl)benzyl)urea